N1(N(CCC(CC1)C(=O)OC(C)(C)C)C(=O)OC(C)(C)C)C(=O)OC(C)(C)C tritert-butyl diazepane-1,2,5-tricarboxylate